NC1CN(CCOC1)C1=NC(=CC(=N1)N1CCN(CC1)C[C@H]1CN(C[C@H](O1)C)C1=C2C=CC=NC2=C(C=C1)C#N)C 5-[(2S,6R)-2-[[4-[2-(6-amino-1,4-oxazepan-4-yl)-6-methyl-pyrimidin-4-yl]piperazin-1-yl]methyl]-6-methyl-morpholin-4-yl]quinoline-8-carbonitrile